CC1(C[C@H](C(N1)=O)C[C@@H](C(=O)OC)NC(=O)[C@H]1N(C[C@H]2[C@@H]1CCC2)C(=O)OC(C)(C)C)C (1S,3aR,6aS)-tert-butyl 1-(((S)-3-((R)-5,5-dimethyl-2-oxopyrrolidin-3-yl)-1-methoxy-1-oxopropan-2-yl)carbamoyl)hexahydrocyclopenta[c]pyrrole-2(1H)-carboxylate